2-phenylthiazole-5-carboxylic acid C1(=CC=CC=C1)C=1SC(=CN1)C(=O)O